BrC1=CC=C(C(=O)OC[C@]2(CCOC3=CC(=CC=C23)Cl)C=O)C=C1 (R)-(7-CHLORO-4-FORMYLCHROMAN-4-YL)METHYL 4-BROMOBENZOATE